N-Boc-pyrrole C(=O)(OC(C)(C)C)N1C=CC=C1